isoindole-6-carbaldehyde C=1NC=C2C=CC(=CC12)C=O